tert-butyl (2R,3S,4S)-4-[(tert-butoxycarbonyl)oxy]-2-[(4-methoxyphenyl)methyl]-3-[1-(oxetan-3-ylmethyl)azetidine-3-carbonyloxy]pyrrolidine-1-carboxylate C(C)(C)(C)OC(=O)O[C@@H]1[C@H]([C@H](N(C1)C(=O)OC(C)(C)C)CC1=CC=C(C=C1)OC)OC(=O)C1CN(C1)CC1COC1